FC=1C=C2C(=C(C=NC2=CC1OC)[N+](=O)[O-])NCC1=CC=C(C=C1)S(=O)(=N)C 6-fluoro-7-methoxy-N-[[4-(methylsulfonimidoyl)phenyl]methyl]-3-nitro-quinolin-4-amine